4-Amino-6-((4-bromo-2-(trifluoromethoxy)phenyl)amino)-N-(2,3-dihydro-1H-inden-2-yl)picolinamide hydrochloride Cl.NC1=CC(=NC(=C1)NC1=C(C=C(C=C1)Br)OC(F)(F)F)C(=O)NC1CC2=CC=CC=C2C1